3-(2-((2,6-Dimethylbenzoyl)oxy)-2,2-diphenylacetoxy)spiro[bicyclo[3.2.1]octane-8,1'-pyrrolidin]-8-ium 2,2,2-trifluoroacetate FC(C(=O)[O-])(F)F.CC1=C(C(=O)OC(C(=O)OC2CC3CCC(C2)[N+]32CCCC2)(C2=CC=CC=C2)C2=CC=CC=C2)C(=CC=C1)C